7-chloro-N2-(2,4-difluorophenyl)-N4-(5-methyl-1H-pyrazol-3-yl)quinazoline-2,4-diamine ClC1=CC=C2C(=NC(=NC2=C1)NC1=C(C=C(C=C1)F)F)NC1=NNC(=C1)C